6-((6-((7-((2-aminophenyl)amino)-7-oxoheptyl)oxy)-7-methoxyquinazolin-4-yl)oxy)-N-ethyl-2-methylbenzofuran-3-carboxamide NC1=C(C=CC=C1)NC(CCCCCCOC=1C=C2C(=NC=NC2=CC1OC)OC1=CC2=C(C(=C(O2)C)C(=O)NCC)C=C1)=O